7,9-Difluoro-1,4,4-trimethyl-8-[6-(trifluoromethyl)-1H-indol-4-yl]-5H-[1,2,4]triazolo[4,3-a]quinoxaline FC=1C=C2NC(C=3N(C2=C(C1C1=C2C=CNC2=CC(=C1)C(F)(F)F)F)C(=NN3)C)(C)C